FC1=CC(=C2C=CN(C2=C1)C([2H])([2H])[2H])N1C(C=2C=C(C(=NC2C(=C1)C(=O)N1CCC(CC1)F)OC)OC)=O 6-(6-fluoro-1-(methyl-d3)-1H-indol-4-yl)-8-(4-fluoropiperidine-1-carbonyl)-2,3-dimethoxy-1,6-naphthyridin-5(6H)-one